FC1=CC(=CC2=C1N(N=N2)C)OC2=C(C=C(C=C2)NC=2C1=C(N=CN2)C=NC(=N1)SC)C N-[4-(7-fluoro-1-methyl-benzotriazol-5-yl)oxy-3-methyl-phenyl]-6-methylsulfanyl-pyrimido[5,4-d]pyrimidin-4-amine